tert-butyl 5-(2-(6-chloro-8-(trifluoromethoxy) imidazo[1,2-a]pyridin-2-yl) propanamido)-3-cyclopropyl-1H-pyrazole-1-carboxylate ClC=1C=C(C=2N(C1)C=C(N2)C(C(=O)NC2=CC(=NN2C(=O)OC(C)(C)C)C2CC2)C)OC(F)(F)F